3-(dimethylamino)-1-(pyridin-2-yl)prop-2-en-1-one CN(C=CC(=O)C1=NC=CC=C1)C